N-octadecenyl-2-methyl-3,6-dihydroxypyridin-4-one C(=CCCCCCCCCCCCCCCCC)N1C(=C(C(C=C1O)=O)O)C